(3β)-androstane-5,16-diene-3,17-diol C[C@@]12C(=CC[C@H]1[C@@H]1CC=C3C[C@H](CC[C@]3(C)[C@H]1CC2)O)O